C(C)(C)(C)OC(=O)N1CCN(CC1)C1=NC=NC2=CC(=C(C=C12)N1CCC1)Br 4-[6-(azetidin-1-yl)-7-bromo-quinazolin-4-yl]piperazine-1-carboxylic acid tert-butyl ester